C=COCCSCCOCCSCCOC=C 3,9,15-trioxa-6,12-dithiaheptadeca-1,16-diene